[O-2].[Nb+3].[O-2].[O-2].[Nb+3] niobium(III) oxide